[(R)-3-(3-chloro-2-tolyl)-3-pyrrolidinyl](4-methyl-7-quinolyl)amine ClC=1C(=C(C=CC1)C)[C@]1(CNCC1)NC1=CC=C2C(=CC=NC2=C1)C